2,3-Difluoro-N-(4-((4-hydroxybenzyl)amino)phenyl)octanamid FC(C(=O)NC1=CC=C(C=C1)NCC1=CC=C(C=C1)O)C(CCCCC)F